N-(3-carbamoyltetrahydrofuran-3-yl)-2-methyl-5-((2-methyloxazol-5-yl)methoxy)benzofuran-3-carboxamide C(N)(=O)C1(COCC1)NC(=O)C1=C(OC2=C1C=C(C=C2)OCC2=CN=C(O2)C)C